ClC=1C=C2C=NC(=NC2=CC1C1CCN(CC1)C[C@@H](CN1C(CCC1)=O)O)NC=1C=NN(C1C)C1CC1 1-[(2S)-3-(4-{6-chloro-2-[(1-cyclopropyl-5-methyl-1H-pyrazol-4-yl)amino]quinazolin-7-yl}piperidin-1-yl)-2-hydroxypropyl]pyrrolidin-2-one